8-((2-hydroxyethyl)amino)octanoic acid 4-butylbenzyl ester C(CCC)C1=CC=C(COC(CCCCCCCNCCO)=O)C=C1